ClC1=NC(=CC(=N1)C)OC1=NNC(=C1)C 2-chloro-4-methyl-6-((5-methyl-1H-pyrazol-3-yl)oxy)pyrimidine